4-(4-Acetylpiperazin-1-yl)-2-fluorobenzonitrile C(C)(=O)N1CCN(CC1)C1=CC(=C(C#N)C=C1)F